tert-butyl 6-(bis(4H-benzo[d][1,3]dioxin-6-yl)methyl)-2,6-diazaspiro[3.4]octane-2-carboxylate O1COCC2=C1C=CC(=C2)C(N2CC1(CN(C1)C(=O)OC(C)(C)C)CC2)C2=CC1=C(OCOC1)C=C2